(R)-2-((1-(2-cyano-7-methyl-3-(o-tolyl)quinoxalin-5-yl)ethyl)amino)benzoic acid C(#N)C1=NC2=CC(=CC(=C2N=C1C1=C(C=CC=C1)C)[C@@H](C)NC1=C(C(=O)O)C=CC=C1)C